FC(S(=O)(=O)C1=C2C=CC=NC2=C(C=C1)OC=1C=C(C#N)C=CC1)F 3-[[5-(difluoromethylsulfonyl)-8-quinolyl]oxy]benzonitrile